BrC=1C=NC=C(C1)C1=CC(=C(C=C1)OC)OCCO[Si](C)(C)C(C)(C)C 3-bromo-5-(3-(2-((tert-butyl-dimethylsilyl)oxy)ethoxy)-4-methoxyphenyl)pyridine